FC1CC(N(C1)C(CN1C(=NC2=C1C=CC=C2)C)=O)C(=O)NC(C2=CC=CC=C2)C2=CC(=C(C=C2)C2(CC2)C)F 4-fluoro-N-{[3-fluoro-4-(1-methylcyclopropyl)phenyl](phenyl)methyl}-1-[2-(2-methyl-1H-1,3-benzodiazol-1-yl)acetyl]pyrrolidine-2-carboxamide